N-(3-bromo-5-(5-(4-chlorophenyl)-1H-pyrrolo[2,3-b]pyridine-3-carbonyl)-phenyl)propane-1-sulfonamide BrC=1C=C(C=C(C1)C(=O)C1=CNC2=NC=C(C=C21)C2=CC=C(C=C2)Cl)NS(=O)(=O)CCC